rac-(2S,5R)-2-(benzothiophen-5-yl)-5-methyl-piperidine S1C=CC2=C1C=CC(=C2)[C@H]2NC[C@@H](CC2)C |r|